ClC=1C(=C(CN2[C@H](C[C@](CC2)(C(=O)O)CC2=NC(=CC=C2F)NC2=NNC(=C2)C)CC)C=CC1)F (2S,4S)-1-(3-chloro-2-fluorobenzyl)-2-ethyl-4-((3-fluoro-6-((5-methyl-1H-pyrazol-3-yl)amino)-pyridin-2-yl)methyl)-piperidine-4-carboxylic acid